C(C)OC=1C=C(C=C(C1C(C)O)F)C(C)=O 1-[3-Ethoxy-5-fluoro-4-(1-hydroxyethyl)phenyl]ethan-1-one